FC=1C=C(C=NC1)C1=NC=2N(C(=C1)NCCC1=CNC3=CC=CC=C13)N=CC2N(C)C 5-(5-Fluoro-3-pyridyl)-N7-[2-(1H-indol-3-yl)ethyl]-N3,N3-dimethyl-pyrazolo[1,5-a]pyrimidine-3,7-diamine